N-(2-(1-hydroxy-1,2-diphenylethyl)phenyl)-4-methylbenzenesulfonamide OC(CC1=CC=CC=C1)(C1=CC=CC=C1)C1=C(C=CC=C1)NS(=O)(=O)C1=CC=C(C=C1)C